N-(5,6-Dimethoxy-benzothiazol-2-yl)-2-(4-ethanesulfonyl-phenyl)-2-(3-methoxy-propoxy)-acetamide COC=1C(=CC2=C(N=C(S2)NC(C(OCCCOC)C2=CC=C(C=C2)S(=O)(=O)CC)=O)C1)OC